BrC=1C(=C(N(C1)COCC[Si](C)(C)C)C(=O)OC)F methyl 4-bromo-3-fluoro-1-{[2-(trimethylsilyl)ethoxy]methyl}pyrrole-2-carboxylate